S1C(=CC=C1)[C@H](C)N (S)-1-(thiophen-2-yl)ethylamine